ClC=1C=C(C=C(C1)NS(=O)(=O)C)NC(=O)C1=CN(C(=C1)C1=NC=C(C=C1F)N1CCC2(CC2(F)F)CC1)C N-(3-chloro-5-(methylsulfonamido)phenyl)-5-(5-(1,1-difluoro-6-azaspiro[2.5]octan-6-yl)-3-fluoropyridin-2-yl)-1-methyl-1H-pyrrole-3-carboxamide